FC=1C=C(C=CC1)CSCC1=CC(=CC=C1)F bis[(3-fluorophenyl) methyl] sulfide